1,8-diazabicyclo[4.3.0]-5-nonenium naphthoate C1(=CC=CC2=CC=CC=C12)C(=O)[O-].[NH+]12CCCC=C2CNC1